Cl.C[C@@H](CCC)N (S)-pentan-2-amine hydrochloride